FC=1C=C2N(CCN(C2=CC1)C(=O)NCC1CN(C1)C(C)C)C1=CC=C(C=C1)F 6-fluoro-4-(4-fluorophenyl)-N-((1-isopropylazetidin-3-yl)methyl)-3,4-dihydroquinoxaline-1(2H)-carboxamide